tosyl sulfone S(=O)(=O)(C1=CC=C(C)C=C1)S(=O)(=O)S(=O)(=O)C1=CC=C(C)C=C1